FC(C(=O)[O-])(F)F.ClC1=CC=C(C(=O)NC(C)C2=[NH+]C=3CCCN(C3C=C2)C2=NC(=NC3=CC=CC=C23)C)C=C1 2-(1-(4-chlorobenzamido)ethyl)-5-(2-methylquinazolin-4-yl)-5,6,7,8-tetrahydro-1,5-naphthyridin-1-ium 2,2,2-trifluoroacetate